rac-2-tert-butyl 3-methyl 2-azaspiro[4.4]nonane-2,3-dicarboxylate C1N([C@H](CC12CCCC2)C(=O)OC)C(=O)OC(C)(C)C |r|